(S)-3-(4-fluoro-2-methylphenoxy)-N-(3-(S-methylsulfonyl)phenyl)-6-(trifluoromethyl)pyridazine-4-carboxamide FC1=CC(=C(OC=2N=NC(=CC2C(=O)NC2=CC(=CC=C2)S(=O)(=O)C)C(F)(F)F)C=C1)C